BrC=1C(=C(C(=O)NCC([C@@H](O)C2=CC=C(C=C2)F)(F)F)C(=CC1)C(F)F)F (S)-3-bromo-N-(2,2-difluoro-3-(4-fluorophenyl)-3-hydroxypropyl)-6-(difluoromethyl)-2-fluorobenzamide